titanium trimethoxy-n-butoxide COC(CCC[O-])(OC)OC.[Ti+4].COC(CCC[O-])(OC)OC.COC(CCC[O-])(OC)OC.COC(CCC[O-])(OC)OC